isobutyltin tris-oleate C(CCCCCCC\C=C/CCCCCCCC)(=O)[O-].C(CCCCCCC\C=C/CCCCCCCC)(=O)[O-].C(CCCCCCC\C=C/CCCCCCCC)(=O)[O-].C(C(C)C)[Sn+3]